(3S,4R)-4-{[5-chloro-7-(1,1,1-trifluoropropan-2-yl)pyrrolo[2,1-f][1,2,4]triazin-2-yl]amino}oxan-3-yl acetate C(C)(=O)O[C@@H]1COCC[C@H]1NC1=NN2C(C=N1)=C(C=C2C(C(F)(F)F)C)Cl